C(C(=C)C)(=O)OCCNC(=O)OCCC 2-[(propoxycarbonyl)amino]ethyl methacrylate